N-([2,3'-bipyridin]-5-ylmethyl)-2-(6-fluoropyridin-3-yl)-9-isopropyl-9H-purin-6-amine N1=C(C=CC(=C1)CNC1=C2N=CN(C2=NC(=N1)C=1C=NC(=CC1)F)C(C)C)C=1C=NC=CC1